C(#N)C1=C(C=CC(=C1)C(F)(F)F)N1CCC(CC1)(C(=O)NC[C@H]1CN(CCO1)C)C=1C=NC(=CC1)C1=C(C=CC=C1)OC 1-[2-cyano-4-(trifluoromethyl)phenyl]-4-[6-(2-methoxyphenyl)pyridin-3-yl]-N-{[(2S)-4-methylmorpholin-2-yl]methyl}piperidine-4-carboxamide